Cl.NC[C@@H]1N(C[C@H](C1)C1=CC(=C(C=C1)OC(F)F)OCC1CC1)C(C)=O ((2R,4R)-2-(aminomethyl)-4-(3-(cyclopropylmethoxy)-4-(difluoromethoxy)phenyl)pyrrolidin-1-yl)ethanone hydrochloride